S1C=NC2=C1C=CC(=C2)NC(=O)[C@H]2[C@@H](CNCC2)F |r| trans-(rac)-N-(1,3-benzothiazol-5-yl)-3-fluoro-piperidine-4-carboxamide